3-((2-aminoethyl)thio)picolinic acid methyl ester hydrochloride Cl.COC(C1=NC=CC=C1SCCN)=O